(3R,4S)-7-hydroxymethyl-2,2,9-trimethyl-4-(phenethylamino)-3,4-dihydro-2H-pyrano[2,3-g]quinolin-3-ol OCC1=NC=2C=C3C(=CC2C(=C1)C)OC([C@@H]([C@H]3NCCC3=CC=CC=C3)O)(C)C